CN1CC[C@@H]2N(CC[C@@H]21)C2=CC=C(C=C2)C2=NOC(=C2)C2=NNC1=CC(=C(C=C21)F)OCCOC 3-(3-{4-[(cis)-4-methyl-octahydropyrrolo[3,2-b]pyrrol-1-yl]phenyl}-1,2-oxazol-5-yl)-5-fluoro-6-(2-methoxyethoxy)-1H-indazole